NC1=NC(=NC(=C1N)C)C=1C=C(C(=O)NC2=CC=C(C=C2)OCCC2=CC=CC=C2)C=CC1 3-(4,5-diamino-6-methylpyrimidin-2-yl)-N-(4-phenethoxyphenyl)benzamide